BrC=1C=C2C(=CN=C(C2=CC1)NC(OC)=O)Cl methyl N-(6-bromo-4-chloro-1-isoquinolyl)carbamate